CC(C#N)=CC=CC1=CC=CC=C1 alpha-methyl-styreneacrylonitrile